2-{4-Amino-1-tert-butyl-1H-pyrazolo[3,4-d]pyrimidin-3-yl}-3-chloro-N-(1,3-thiazol-2-ylmethyl)-1H-indole-6-carboxamide NC1=C2C(=NC=N1)N(N=C2C=2NC1=CC(=CC=C1C2Cl)C(=O)NCC=2SC=CN2)C(C)(C)C